CN(C(CCCC[C@H]1[C@H](C1)CCCCCCCCCCC)CCCCCCCCC)C N,N-dimethyl-[(1R,2S)-2-undecyl-cyclopropyl]tetradecan-5-amine